N-(6-(2-chloro-5-fluorophenyl)-1-cyano-3-(2,2-difluoroethyl)-8-oxo-3,6,7,8-tetrahydropyrrolo[3,4-e]indazol-5-yl)-3-fluoro-5-(trifluoromethyl)benzamide ClC1=C(C=C(C=C1)F)C1NC(C=2C=3C(=NN(C3C=C(C21)NC(C2=CC(=CC(=C2)C(F)(F)F)F)=O)CC(F)F)C#N)=O